C(C=C)N1N=C(C(=CC1=O)NC)C1=CC(=CC=C1)[N+](=O)[O-] 2-allyl-5-(methylamino)-6-(3-nitrophenyl)pyridazin-3-one